2-(4-methoxy-1H-indol-3-yl)-N,N-dimethylpropan-1-amine-1,1-d2 COC1=C2C(=CNC2=CC=C1)C(C(N(C)C)([2H])[2H])C